COC=1N=C2C(=CC=NC2=CC1OC)OC1=CC=C(C=C1)NC(=O)C1=NNC(=C(C1=O)C1=C(C=C(C=C1)F)C)C N-[4-[(6,7-dimethoxy-1,5-naphthyridin-4-yl)oxy]phenyl]-5-(4-fluoro-2-methylphenyl)-6-methyl-4-oxo-1H-pyridazine-3-carboxamide